COC1=C(C=CC(=C1)/C=C/C(=O)O[C@@H]2C[C@@](C[C@H]([C@H]2O)O)(C(=O)O)O)O The molecule is a quinic acid that is the 3-O-feruloyl derivative of D-quinic acid. It has a role as a plant metabolite. It is a quinic acid and an enoate ester. It derives from a (-)-quinic acid and a ferulic acid.